tert-butyl (2S,3R)-2-((((1s,4R)-4-(2-(2-(tert-butoxy)-2-oxoethoxy)phenyl)cyclohexyl)oxy)methyl)-3-hydroxy-5-methylpyrrolidine-1-carboxylate C(C)(C)(C)OC(COC1=C(C=CC=C1)C1CCC(CC1)OC[C@@H]1N(C(C[C@H]1O)C)C(=O)OC(C)(C)C)=O